2-Chloro-N-[4'-(prop-1-yn-1-yl)biphenyl-2-yl]nicotinamide ClC1=C(C(=O)NC2=C(C=CC=C2)C2=CC=C(C=C2)C#CC)C=CC=N1